BrC=1C=C2C3(COCC2=CC1)CC3 6'-bromospiro[cyclopropan-1,4'-isochromane]